N1=NN=C2C1=CN=C(N2)S(=O)(=O)NC2=CC=CC=C2 triazolopyrimidinesulfonanilide